O=C1N(C(CC1)=O)OC(CCN1C(C=CC1=O)=O)=O 3-(2,5-dioxopyrrol-1-yl)propionic acid (2,5-dioxopyrrolidin-1-yl) ester